C1(CC(C(CC1)C(C)C)C(=O)N)C (-)-menthanecarboxamide